Cl.NCCCCN1C(=C(C2=CC=CC(=C12)C=1C(=NN(C1C)C)CBr)CCCOC1=CC=CC2=CC=CC=C12)C(=O)OCC ethyl 1-(4-aminobutyl)-7-[3-(bromomethyl)-1,5-dimethyl-1H-pyrazol-4-yl]-3-[3-(naphthalen-1-yloxy)propyl]-1H-indole-2-carboxylate hydrochloric acid salt